CC(C#N)(C)N=C=O 2-Methyl-2-isocyanatopropionitrile